CN[C@@H](C1=CC=CC=C1)C |r| (R/S)-(-/+)-N,α-dimethylbenzylamine